3-(methacryloyloxyethyl)-2-pentafluoroethyloxetane C(C(=C)C)(=O)OCCC1C(OC1)C(C(F)(F)F)(F)F